6-methoxy-1,4-dihydro-4-oxo-3-quinolinecarboxylic acid chloride COC=1C=C2C(C(=CNC2=CC1)C(=O)Cl)=O